C(C1=CC=CC=C1)(=O)O[C@H]1C[C@H]([C@@H](C=C1C)C1=C(C=C(C=C1O)OS(=O)(=O)C(F)(F)F)O)C(=C)C (1R,2R,4S)-2',6'-dihydroxy-5-methyl-2-(prop-1-en-2-yl)-4'-(((trifluoromethyl)sulfonyl)oxy)-1,2,3,4-tetrahydro-[1,1'-biphenyl]-4-yl benzoate